ClC1=C(C(=CC=C1)C)N1N=CC2=C1COCC2=O 1-(2-chloro-6-methylphenyl)-1,7-dihydropyrano[3,4-c]pyrazol-4(5H)-one